N1C=NC=2C(=NC=3C=CC=CC3C21)N 1H-imidazo[4,5-c]-quinolin-4-amine